CN1C(CCC1)C1=CC=C(C=C1)N1N=C(C=C1)N 1-[4-(1-methylpyrrolidin-2-yl)phenyl]pyrazol-3-amine